BrC=1C2=CC=C(C=C2C=C2C=CC(=CC12)C(C)(C)C)C(C)(C)C 9-bromo-2,6-di-t-butylanthracene